4-oxoadamantan-1-carboxamide O=C1C2CC3(CC(CC1C3)C2)C(=O)N